Pyrido[3,4-d]Phenyl pyrimidine-5-carboxylate N1=CN=CC(=C1)C(=O)OC1=CC=C2C(=C1)C=CN=C2